4-METHOXY-3-[(2-OXOAZEPAN-3-YL)OXY]BENZALDEHYDE COC1=C(C=C(C=O)C=C1)OC1C(NCCCC1)=O